C12(C(=O)CC(CC1)C2(C)C)CS(=O)(=O)OCOS(=O)(=O)CC21C(=O)CC(CC2)C1(C)C methylene di-camphorsulfonate